N-(4-([1,2,4]triazolo[1,5-a]pyridine-7-oxy)-3-methylphenyl)-6-nitroquinazoline-4-amine N=1C=NN2C1C=C(C=C2)OC2=C(C=C(C=C2)NC2=NC=NC1=CC=C(C=C21)[N+](=O)[O-])C